4-((8-aminooctyl)amino)-2-(1-methyl-2,6-dioxopiperidin-3-yl)isoindoline-1,3-dione NCCCCCCCCNC1=C2C(N(C(C2=CC=C1)=O)C1C(N(C(CC1)=O)C)=O)=O